FC(C(=O)O)(F)F.NC=1NC(=NN1)N1CCC(CC1)N1C[C@@H](OC[C@@H]1CC1=CC=C(C=C1)Cl)[C@@H](C)O (R)-1-((2R,5S)-4-(1-(5-amino-4H-1,2,4-triazol-3-yl)piperidin-4-yl)-5-(4-chlorobenzyl)morpholin-2-yl)ethanol 2,2,2-trifluoroacetate